2-methoxy-5-(4-(4,4,5,5-tetramethyl-1,3,2-dioxaborolan-2-yl)-5,6-dihydro-2H-pyran-2-yl)pyridine COC1=NC=C(C=C1)C1OCCC(=C1)B1OC(C(O1)(C)C)(C)C